4-(5-(4,4-difluoropiperidine-1-carbonyl)-1H-pyrrolo[2,3-b]pyridin-1-yl)benzamide methyl-(R)-2-((tert-butoxycarbonyl)amino)-5-hydroxyvalerate COC([C@@H](CCCO)NC(=O)OC(C)(C)C)=O.FC1(CCN(CC1)C(=O)C=1C=C2C(=NC1)N(C=C2)C2=CC=C(C(=O)N)C=C2)F